O=C1NC(CCC1N1C(C2=CC=C(C=C2C1=O)OCCOCCOCCCNC(COC1=CC=C(C=C1)OC=1C=NC=C(C1)C(F)(F)F)=O)=O)=O N-(3-(2-(2-((2-(2,6-dioxopiperidin-3-yl)-1,3-dioxoisoindolin-5-yl)oxy)ethoxy)ethoxy)propyl)-2-(4-((5-(trifluoromethyl)pyridin-3-yl)oxy)phenoxy)acetamide